((2-(3'-(5-(azetidin-1-ylmethyl)-6-(difluoromethoxy)benzo[d]oxazol-2-yl)-2,2'-dimethyl-[1,1'-biphenyl]-3-yl)-6-(difluoromethoxy)benzo[d]oxazol-5-yl)methyl)-L-proline N1(CCC1)CC=1C(=CC2=C(N=C(O2)C=2C(=C(C=CC2)C2=C(C(=CC=C2)C=2OC3=C(N2)C=C(C(=C3)OC(F)F)CN3[C@@H](CCC3)C(=O)O)C)C)C1)OC(F)F